(2-{6-amino-5-[1-(2,6-dichloro-3-fluoro-phenyl)-ethoxy]-pyridin-3-yl}-phenyl)-methanol NC1=C(C=C(C=N1)C1=C(C=CC=C1)CO)OC(C)C1=C(C(=CC=C1Cl)F)Cl